The molecule is a butan-4-olide having a mesyloxymethyl group at the 3-position and two methyl substituents at the 5-position. It is a butan-4-olide and a methanesulfonate ester. CC1(CC(C(=O)O1)COS(=O)(=O)C)C